3-{[3-(5-Methyl-1,2,4-oxadiazol-3-yl)phenyl]formamido}-N-[4-(propan-2-yloxy)-[1,3]thiazolo[5,4-c]pyridin-2-yl]propenamide CC1=NC(=NO1)C=1C=C(C=CC1)C(=O)NC=CC(=O)NC=1SC=2C(=NC=CC2N1)OC(C)C